FC1=CC=C(C=C1)CN(C1=C(C(=NN1)C1CCNCC1)C#N)C 5-{[(4-fluorophenyl)methyl](methyl)amino}-3-(piperidin-4-yl)-1H-pyrazole-4-carbonitrile